ClC1=CC=2C3=C(C=NC2C=C1)N=C(N3[C@H]3C[C@H](OCC3)C)C([2H])([2H])C3=NC=C(N=C3)C([2H])([2H])[2H] 8-chloro-2-{[5-(2H3)methylpyrazin-2-yl](2H2)methyl}-1-[(2R,4R)-2-methyltetrahydro-2H-pyran-4-yl]-1H-imidazo[4,5-c]quinoline